(1-(6-(azetidin-1-ylmethyl)-2-methylpyridin-3-yl)-1H-imidazol-4-yl)-N-(1-(methylsulfonyl)piperidin-4-yl)-5-(trifluoromethyl)pyrimidin-2-amine N1(CCC1)CC1=CC=C(C(=N1)C)N1C=NC(=C1)C1=NC(=NC=C1C(F)(F)F)NC1CCN(CC1)S(=O)(=O)C